(1,1'-bis(diphenylphosphino)ferrocene) tungsten [W].C1(=CC=CC=C1)P([C-]1C=CC=C1)C1=CC=CC=C1.[C-]1(C=CC=C1)P(C1=CC=CC=C1)C1=CC=CC=C1.[Fe+2]